((2R,7aR)-2-((1,1,1,3,3,3-hexafluoro-2-(trifluoromethyl)propan-2-yl)oxy)tetrahydro-1H-pyrrolizin-7a(5H)-yl)methanol trifluoroacetic acid salt FC(C(=O)O)(F)F.FC(C(C(F)(F)F)(C(F)(F)F)O[C@@H]1C[C@]2(CCCN2C1)CO)(F)F